C(C)(C)(C)C1=C(C(=C(CN2C(N(C(N(C2=O)CC2=C(C(=C(C=C2C)C(C)(C)C)O)C)=O)CC2=C(C(=C(C=C2C)C(C)(C)C)O)C)=O)C(=C1)C)C)O 1,3,5-Tris(4-(tert-butyl)-3-hydroxy-2,6-dimethylbenzyl)-1,3,5-triazine-2,4,6-trione